5-azaspiro[2.3]Hexane-1-carboxylic acid hydrochloride Cl.C1(CC12CNC2)C(=O)O